COC(C1=C(C=C(C(=C1)N)C)C1CCOC2=CC(=CC=C12)F)=O 5-amino-2-(7-fluoro-chroman-4-yl)-4-methylbenzoic acid methyl ester